C(C)(C)OC1=CC(=NC(=C1)S(=O)(=O)C)NC1=C(C=NC(=C1)NC(C)=O)C1=NC=C(C=C1)C(F)(F)F N-(4'-((4-isopropoxy-6-(methylsulfonyl)pyridin-2-yl)amino)-5-(trifluoromethyl)-[2,3'-bipyridin]-6'-yl)acetamide